NCCCCCCNC1=CC(=C(C(=O)NC=2SC(=CN2)C)C=C1)C 4-((6-Aminohexyl)amino)-2-methyl-N-(5-methylthiazol-2-yl)benzamide